(6-bromopyrrolo[2,1-f][1,2,4]triazin-4-yl)-4,4-difluoro-pyrrolidin-3-ol BrC=1C=C2C(=NC=NN2C1)N1CC(C(C1)(F)F)O